CNC1=CC(=NC2=NC(=CC(=C12)C)C)NC1CCN(CC1)C N4,5,7-trimethyl-N2-(1-methylpiperidin-4-yl)-1,8-naphthyridine-2,4-diamine